C1(CC1)S(=O)(=O)N1N=CC(=C1)C1=NC=CC(=N1)C1(NC=C(C(=C1)NC(C)C)C1=NN(C=C1)C(F)F)N 2-(2-(1-(Cyclopropylsulfonyl)-1H-pyrazol-4-yl)pyrimidin-4-yl)-5-(1-(difluoromethyl)-1H-pyrazol-3-yl)-N4-isopropylpyridine-2,4-diamine